C(C)(=O)OCCCC\C=C/C=C\CCCC (Z,Z)-5,7-Dodecadienyl acetate